ClC1=C(C(=O)N2CCNCC2)C=CC(=C1)NC(=O)C=1N(C(=CN1)C=1C(=NN(C1)C1=CC=C2C(=N1)C=CN2CCO)C(F)(F)F)C 4-[2-chloro-4-[[5-[1-[1-(2-hydroxyethyl)pyrrolo[3,2-b]pyridin-5-yl]-3-(trifluoromethyl)pyrazol-4-yl]-1-methyl-imidazole-2-carbonyl]amino]benzoyl]piperazine